cyclopentyl-azetidinone C1(CCCC1)N1C(CC1)=O